[C].CC(=C=O)C dimethyl-ketene carbon